FC=1C(=NC=CC1CN1C(OC2=C(C1)C=CC(=C2)OC=2N=NC=CC2)=O)NS(=O)(=O)NC 3-{[3-fluoro-2-(methylaminosulfonylamino)-4-pyridyl]methyl}-7-(3-pyridazinyloxy)-3,4-dihydro-2H-1,3-benzoxazin-2-one